CC1=C(C=CC=C1OCCCN1CCC2(CC2C#N)CC1)C1=C(C(=CC=C1)C=1SC=2CNCCC2N1)C 6-(3-((2,2'-dimethyl-3'-(4,5,6,7-tetrahydrothiazolo[5,4-c]pyridin-2-yl)-[1,1'-biphenyl]-3-yl)oxy)propyl)-6-aza-spiro[2.5]octane-1-carbonitrile